ClC1=CC=C(CN2C(=NC=3N(C(N(C(C23)=O)CCCO)=O)C)C#CCOC)C=C1 (4-chlorobenzyl)-1-(3-hydroxypropyl)-8-(3-methoxyprop-1-yn-1-yl)-3-methyl-3,7-dihydro-1H-purine-2,6-dione